N1([C@@H](CCC1)C(=O)OCC#N)C(=O)OCC1=CC=C(C=C1)NC(CC1=CC=C(C=C1)F)=O 2-O-(cyanomethyl) 1-O-[[4-[[2-(4-fluorophenyl)acetyl]amino]phenyl]methyl] (2S)-pyrrolidin-1,2-dicarboxylate